C(C=C)(=O)OCCCCCCCCCC[Si](C)(C)F acryloyloxydecylfluorodimethylsilane